(R)-1-methyl-3-(aminomethyl)pyrrolidine CN1C[C@H](CC1)CN